COC1=CC2=C(N=C(S2)NC(=O)C2CC3C=CC2C3)C=C1 3-[(6-methoxy-1,3-benzothiazol-2-yl)carbamoyl]bicyclo[2.2.1]hept-5-ene